N[C@@H]1[C@@H](CCCC1)NC1=NC=2N(C=C1)N=CC2C(=O)NC=2C(=NN(C2)C2CCN(CC2)S(=O)(=O)C)C(N)=O 5-{[cis-2-Aminocyclohexyl]amino}-N-{3-carbamoyl-1-[1-(methylsulfonyl)piperidin-4-yl]-1H-pyrazol-4-yl}pyrazolo[1,5-a]pyrimidine-3-carboxamide